BrC=1N=C(N(N1)C1=NC=C(C=C1)OCC(F)(F)F)C(C)NC(C1=CC(=CC(=C1)C(F)(F)F)OC(F)F)=O N-[1-[5-bromo-2-[5-(2,2,2-trifluoroethoxy)-2-pyridyl]-1,2,4-triazol-3-yl]ethyl]-3-(difluoromethoxy)-5-(trifluoromethyl)benzamide